The molecule is an N-acetyl-L-amino that is the N(2)-acetyl derivative of L-2,4-diaminobutyric acid. It derives from a L-2,4-diaminobutyric acid. It is a tautomer of a (2S)-2-acetamido-4-aminobutanoic acid zwitterion. CC(=O)N[C@@H](CCN)C(=O)O